ClC1=CC2=C(N=C(N=C2)NC2=C(C=C(C=C2)S(=O)(=O)NCCCN2CCNCC2)C)N(C1=O)C(C)C 4-[(6-chloro-8-isopropyl-7-oxo-pyrido[2,3-d]pyrimidin-2-yl)amino]-3-methyl-N-(3-piperazin-1-ylpropyl)benzenesulfonamide